[(3S)-3-phenylisoxazolidin-2-yl]-(4-piperidyl)methanone trifluoroacetic acid salt FC(C(=O)O)(F)F.C1(=CC=CC=C1)[C@H]1N(OCC1)C(=O)C1CCNCC1